C(C)(C)(CC)[Ti] (tert-pentyl)titanium